5-(N-(4-(3-((7-amino-2-(furan-2-yl)-[1,2,4]triazolo[1,5-a][1,3,5]triazin-5-yl)amino)propyl)phenyl)sulfamoyl)-3-chloro-2-methoxybenzamide NC1=NC(=NC=2N1N=C(N2)C=2OC=CC2)NCCCC2=CC=C(C=C2)NS(=O)(=O)C=2C=C(C(=C(C(=O)N)C2)OC)Cl